N(=C=O)C(C(CCCCN=C=O)C)(C)C 1,6-diisocyanatotrimethyl-hexane